COC1(C=C(C(C(C1)(C)C)=O)C#N)C1=NC(=CC=C1)C=1SC=CN1 3-methoxy-5,5-dimethyl-6-oxo-3-[6-(1,3-thiazol-2-yl)pyridin-2-yl]cyclohex-1-ene-1-carbonitrile